F[C@H]1[C@@H](CNC1)OCCCCCC1=CC=C2CCCNC2=N1 7-(5-((trans-4-fluoropyrrolidin-3-yl)oxy)pentyl)-1,2,3,4-tetrahydro-1,8-naphthyridine